silicon-manganese carbon [C].[Mn].[Si]